tertiary butyl-dimethyl-(2-propynyloxy)silane C(C)(C)(C)[Si](OCC#C)(C)C